(E)-3-(5-fluoro-1-(tetrahydro-2H-pyran-2-yl)-1H-pyrazolo[3,4-b]pyridin-6-yl)acrylate FC=1C=C2C(=NC1/C=C/C(=O)[O-])N(N=C2)C2OCCCC2